3-amino-N-(3-(4-aminopiperidin-1-yl)pyridin-2-yl)-6-(1H-indol-4-yl)pyrazine-2-carboxamide NC=1C(=NC(=CN1)C1=C2C=CNC2=CC=C1)C(=O)NC1=NC=CC=C1N1CCC(CC1)N